1-(7-(8-ethynyl-7-fluoro-3-hydroxynaphthalen-1-yl)-8-fluoro-2-(((2R,7aS)-2-fluorotetrahydro-1H-pyrrolizin-7a(5H)-yl)methoxy)pyrido[4,3-d]pyrimidin-4-yl)piperidine-4-carbonitrile C(#C)C=1C(=CC=C2C=C(C=C(C12)C1=C(C=2N=C(N=C(C2C=N1)N1CCC(CC1)C#N)OC[C@]12CCCN2C[C@@H](C1)F)F)O)F